[N+](=O)([O-])C1=CC2=C(N(N=N2)S(=O)(=O)C(F)(F)F)C=C1 5-nitro-1-(trifluoromethanesulfonyl)-1H-benzotriazole